3-(3-isopropyl-phenyl)butanal (3S)-3-({N-[(4-methoxy-1H-indol-2-yl)carbonyl]-L-leucyl}amino)-2-oxo-4-[(3S)-2-oxopyrrolidin-3-yl]butyl-4-chloro-2,6-dimethylbenzoate COC1=C2C=C(NC2=CC=C1)C(=O)N[C@@H](CC(C)C)C(=O)N[C@H](C(COC(C1=C(C=C(C=C1C)Cl)C)=O)=O)C[C@H]1C(NCC1)=O.C(C)(C)C=1C=C(C=CC1)C(CC=O)C